monobutyl itaconate C(C(=C)CC(=O)[O-])(=O)OCCCC